7-oxo-7-[[(1S)-2,2-dimethyl-1-[(2S,4R)-4-hydroxy-2-[[(1S)-1-[4-(4-methylthiazol-5-yl)phenyl]ethyl]carbamoyl]pyrrolidine-1-carbonyl]propyl]amino]heptanoic acid O=C(CCCCCC(=O)O)N[C@@H](C(C)(C)C)C(=O)N1[C@@H](C[C@H](C1)O)C(N[C@@H](C)C1=CC=C(C=C1)C1=C(N=CS1)C)=O